NC1=C(C=C(C(=C1)O)N)O 2,5-diamino-1,4-dihydroxybenzene